CC=1C=C(C=CC1)[C@H](C(=O)O)C |r| racemic-(3-methylphenyl)propionic acid